CC=1C(=NC=C(C1)C)N1CCN(CC1)C(=O)C=1C=CC(=NC1)C1(C(NC(C1)=O)=O)C(C)C 3-{5-[4-(3,5-dimethylpyridin-2-yl)piperazine-1-carbonyl]pyridin-2-yl}-3-isopropylpyrrolidine-2,5-dione